Cl.Cl.OCCNC1=CC(=C2CNCC2=C1)C1=CC=C(C#N)C=C1 4-(6-((2-hydroxyethyl)amino)-isoindolin-4-yl)benzonitrile diHCl salt